[Ni]=O.[Ce] cerium-nickel oxide